C(C1=CC=CC=C1)NP(=O)(NCC1=CC=CC=C1)CCSC=1C(=NON1)C(NC1=CC(=C(C=C1)F)Br)=NO 4-({2-[bis(benzylamino)phosphoryl]ethyl}sulfanyl)-N-(3-bromo-4-fluorophenyl)-N'-hydroxy-1,2,5-oxadiazole-3-carboximidamide